N-[4-[2-[[4-(Dimethylamino)cyclohexyl]amino]-8-isopropyl-7-oxo-pteridin-6-yl]-2,6-difluoro-phenyl]-3,3,3-trifluoro-propane-1-sulfonamide CN(C1CCC(CC1)NC1=NC=2N(C(C(=NC2C=N1)C1=CC(=C(C(=C1)F)NS(=O)(=O)CCC(F)(F)F)F)=O)C(C)C)C